7-Bromobenzofuran-3(2H)-one O-methyloxime CON=C1COC2=C1C=CC=C2Br